COC1=C(CCO1)CCC (R)-5-methoxy-4-n-propyl-dihydrofuran